C(C)(C)(C)C1=NNC(=C1)NC(=O)C1CN(CC1)C#N N-(3-(tert-butyl)-1H-pyrazol-5-yl)-1-cyanopyrrolidine-3-carboxamide